C[N+](CCCC(=O)O)(C)C 4-Trimethylammoniobutanoic acid